2-allyl-8-fluoro-1,2,3,4-tetrahydroisoquinoline-6-carboxylic acid methyl ester COC(=O)C=1C=C2CCN(CC2=C(C1)F)CC=C